[N+](=O)([O-])OCCCCC#N 5-nitrooxy-pentanenitrile